NC=1C(=NC(=C(N1)F)C1=CC(=C(C=C1)OC)CN(C)CC)C=1C=C2C(=CNC(C2=CC1)=O)C 6-(3-amino-6-(3-((ethyl(methyl)amino)methyl)-4-methoxyphenyl)-5-fluoropyrazin-2-yl)-4-methylisoquinolin-1(2H)-one